CN(C1CN(CCC1)C1=CC(=C(C#N)C=C1)CN1CCN(CC1)C(C)C1=CC=CC=C1)C 4-(3-(dimethylamino)piperidin-1-yl)-2-((4-(1-phenylethyl)piperazin-1-yl)methyl)benzonitrile